1,3,5-trithiolane S1CSCS1